Benzyl 5-oxo-2-phenyltetrahydrofuran-3-carboxylate O=C1CC(C(O1)C1=CC=CC=C1)C(=O)OCC1=CC=CC=C1